ClC=1C=C2C(=C(C=NC2=CC1)C=1OC=CN1)NC1=C(C(=O)O)C(=CC=C1)O 2-[(6-chloro-3-oxazol-2-yl-4-quinolinyl)amino]-6-hydroxy-benzoic acid